FC(OC1=CC=C(C=C1)C=1N=C2N(C(C1)=O)C=C(C=C2)N2C[C@@H](NCC2)C)F 2-[4-(difluoromethoxy)phenyl]-7-[(3S)-3-methylpiperazin-1-yl]-4H-pyrido[1,2-a]pyrimidin-4-one